Cl.[Br].[Br] dibromine hydrochloride